ClC1=C(C#N)C=C(C=C1C(F)(F)F)C(F)(F)F 2-chloro-3,5-bis(trifluoromethyl)benzonitrile